1-benzyl-2,5,6,8-tetrahydro-3-oxo-2,7-naphthyridine-4-carbonitrile C(C1=CC=CC=C1)C=1NC(C(=C2CCNCC12)C#N)=O